4-(6-amino-2-chloro-9H-purin-9-yl)-N-(1-methyl-1H-benzimidazol-2-yl)cyclohexanecarboxamide NC1=C2N=CN(C2=NC(=N1)Cl)C1CCC(CC1)C(=O)NC1=NC2=C(N1C)C=CC=C2